(Rac)-[2-amino-4-(trifluoromethoxy)phenyl]-[4-(2-morpholin-2-yl-3H-imidazo[4,5-b]pyridin-7-yl)-1-piperidyl]methanone NC1=C(C=CC(=C1)OC(F)(F)F)C(=O)N1CCC(CC1)C1=C2C(=NC=C1)NC(=N2)[C@H]2CNCCO2 |r|